N-[1,1'-biphenyl]-4-yl-[1,1'-biphenyl]-2-amine C1(=CC=C(C=C1)NC=1C(=CC=CC1)C1=CC=CC=C1)C1=CC=CC=C1